(((2S,4S)-4-((2-((2,4-Difluorophenoxy)methyl)pyrimidin-4-yl)oxy)-2-methylpiperidin-1-yl)methyl)-4-fluoro-1-(((S)-tetrahydrofuran-2-yl)methyl)-1H-benzo[d]imidazole-6-carboxylic acid FC1=C(OCC2=NC=CC(=N2)O[C@@H]2C[C@@H](N(CC2)CC2=NC3=C(N2C[C@H]2OCCC2)C=C(C=C3F)C(=O)O)C)C=CC(=C1)F